NC1=NC=C(C2=CC=CC=C12)N1N=CC(=C1C(F)(F)F)C(=O)NC=1C=NC=C(C1)C(F)(F)F 1-(1-Aminoisochinolin-4-yl)-5-(trifluoromethyl)-N-(5-(trifluoromethyl)pyridin-3-yl)-1H-pyrazol-4-carboxamid